tert-pentyl iodide C(C)(C)(CC)I